3-(3-isocyanato-4-methylphenyl)-1,3-diaza-2,4-butanedione N(=C=O)C=1C=C(C=CC1C)N(C(N)=O)C=O